CC1=C2C(C(=O)NC2=O)=CC=C1C1=CC=CC=2C3=CC=CC=C3NC12 meta-Methylcarbazolyl-Phthalimide